ClC=1C=C(C=CC1C1CCC(CC1)(F)F)CC(C=O)(C)C 3-[3-chloro-4-(4,4-difluorocyclohexyl)phenyl]-2,2-dimethyl-propanal